O1CCN(CC1)C1=CC=C(C=C1)[C@@H](CC1=CC=CC=C1)\N=C(\C1=CC=C(C=C1)C(F)(F)F)/C#N (R,Z)-N-(1-(4-morpholinophenyl)-2-phenylethyl)-4-(trifluoromethyl)benzimidoyl cyanide